2-(7-(diethylamino)-4-methyl-2-oxo-2H-chromen-3-yl)ethyl (3-(pyrimidin-2-yl)benzyl)carbamate N1=C(N=CC=C1)C=1C=C(CNC(OCCC=2C(OC3=CC(=CC=C3C2C)N(CC)CC)=O)=O)C=CC1